gamma-(methacryloyloxy)propyl-trimethoxysilane C(C(=C)C)(=O)OCCC[Si](OC)(OC)OC